BrC(CO)C(F)(F)F 2-Bromo-3,3,3-trifluoropropane-1-ol